imidazo[2,1-c]-1,2,4-triazole N1=NCN2C1=NC=C2